CC1(CN(C1)C1=NC(=CC2=C1N=C(N=C2)NC2=C(C=C(C=C2)C2=C(N=C(O2)C)C)OC)C)C 8-(3,3-dimethylazetidin-1-yl)-N-(4-(2,4-dimethyloxazol-5-yl)-2-methoxyphenyl)-6-methylpyrido[3,4-d]pyrimidin-2-amine